C(C)(C)N(CCC1=CNC2=CC(=CC=C12)OC(CCC(=O)O)=O)C(C)C 4-((3-(2-(diisopropylamino)ethyl)-1H-indol-6-yl)oxy)-4-oxobutyric acid